methyl 3-(5-(3-amino-5-fluoro-4-methylphenyl)-4-(4-methoxybenzyl)-4H-1,2,4-triazol-3-yl)azetidine-1-carboxylate NC=1C=C(C=C(C1C)F)C=1N(C(=NN1)C1CN(C1)C(=O)OC)CC1=CC=C(C=C1)OC